C[SiH](CCCCCCCCCCCCCCCCCC)C.[Cl] chlorine (dimethyl)octadecylsilane